6,6'-((3,3'-dimethyl[1,1-biphenyl]-4,4'-diyl)bis[diazene-2,1-diyl])bis(4-amino-5-hydroxynaphthalene-1,3-disulfonate) CC=1C=C(C=CC1N=NC=1C(=C2C(=C(C=C(C2=CC1)S(=O)(=O)[O-])S(=O)(=O)[O-])N)O)C1=CC(=C(C=C1)N=NC=1C(=C2C(=C(C=C(C2=CC1)S(=O)(=O)[O-])S(=O)(=O)[O-])N)O)C